FC1=CC=C(C=C1)C1=NN2C(CN(CC2)C([2H])([2H])[2H])=C1C1=CC(=NC=C1)NC(C)=O N-(4-(2-(4-fluorophenyl)-5-(methyl-d3)-4,5,6,7-tetrahydropyrazolo[1,5-a]pyrazin-3-yl)pyridin-2-yl)acetamide